O=C1NC(CCC1N1CC2=CC=C(C=C2C1=O)NS(=O)(=O)C1=CC(=CC=C1)C(F)(F)F)=O N-(2-(2,6-dioxo-piperidin-3-yl)-3-oxoisoindolin-5-yl)-3-(trifluoro-methyl)benzene-sulfonamide